methyl trans-2-{[3-(2-fluoro-6-methoxyphenyl)-1-{[2-(trimethylsilyl)ethoxy]methyl}pyrrolo[2,3-b]pyridin-6-yl]carbamoyl}cyclopropane-1-carboxylate FC1=C(C(=CC=C1)OC)C1=CN(C2=NC(=CC=C21)NC(=O)[C@H]2[C@@H](C2)C(=O)OC)COCC[Si](C)(C)C